tert-butyl (2-(2-(2-((2-(((3S,4R,5R,6R)-4,5-dihydroxy-6-(methoxymethyl)tetrahydro-2H-pyran-3-yl)amino)-6-(trifluoromethyl)pyrimidin-4-yl)oxy)ethoxy)ethoxy)ethyl)carbamate O[C@@H]1[C@H](CO[C@@H]([C@@H]1O)COC)NC1=NC(=CC(=N1)OCCOCCOCCNC(OC(C)(C)C)=O)C(F)(F)F